C(C=C)N1C2=NC(=NC(=C2N=C1)NCC1=CC=C(C=C1)C=1N(C=C(N1)C(F)(F)F)C(C)C)C=1C(=NC=NC1OC)C1CC1 9-allyl-2-(4-cyclopropyl-6-methoxypyrimidin-5-yl)-N-(4-(1-isopropyl-4-(trifluoromethyl)-1H-imidazol-2-yl)benzyl)-9H-purin-6-amine